7-(4-bromo-3-chloro-benzoyl)-2-(4-cyanophenyl)-N-[(4-methoxy-2-methyl-phenyl)methyl]-3-oxo-6,8-dihydro-5H-imidazo[1,5-a]pyrazine-1-carboxamide BrC1=C(C=C(C(=O)N2CC=3N(CC2)C(N(C3C(=O)NCC3=C(C=C(C=C3)OC)C)C3=CC=C(C=C3)C#N)=O)C=C1)Cl